N-[(1S)-1-[2-(6-aminopyrimidin-4-yl)-1,2,4-triazol-3-yl]ethyl]-6-chloro-8-(trifluoromethyl)quinazolin-4-amine NC1=CC(=NC=N1)N1N=CN=C1[C@H](C)NC1=NC=NC2=C(C=C(C=C12)Cl)C(F)(F)F